(Z)-2-(4-(quinolin-4-ylamino)but-1-ynyl)thiazole-4-carbaldehyde oxime hydrochloride Cl.N1=CC=C(C2=CC=CC=C12)NCCC#CC=1SC=C(N1)\C=N/O